3,3'-bipyridine-6,6'-dicarboxaldehyde N1=CC(=CC=C1C=O)C=1C=NC(=CC1)C=O